[4-({4-[3-(3-tert-Butyl-l-p-tolyl-1H-pyrazol-5-yl)ureido]naphthalen-1-yloxy}methyl)pyridin-2-yl]-2-methoxyacetamide C(C)(C)(C)C=1C=C(C=CC1N1N=CC=C1NC(NC1=CC=C(C2=CC=CC=C12)OCC1=CC(=NC=C1)C(C(=O)N)OC)=O)C